1-[(benzyloxy)carbonyl]-4-(cyclohexyloxy)piperidine-4-carboxylic acid C(C1=CC=CC=C1)OC(=O)N1CCC(CC1)(C(=O)O)OC1CCCCC1